COC=1C=C(C=CC1OC)C1=C(C=CC=C1)NCCCC(=O)OC methyl 4-((3',4'-dimethoxy-[1,1'-biphenyl]-2-yl)amino)butanoate